1-(3-methoxyphenyl)-2-(5-nitrobenzo[d][1,3]dioxol-2-yl)ethan-1-one COC=1C=C(C=CC1)C(CC1OC2=C(O1)C=CC(=C2)[N+](=O)[O-])=O